FC=1C=C(C=CC1F)C1=CC(=C(C=C1)C(=O)O)N1C(C2=CC(=CC=C2C1)CO)=O 3',4'-difluoro-3-(6-(hydroxymethyl)-1-oxoisoindolin-2-yl)biphenyl-4-carboxylic acid